COC1=CC=C(C=C1)NC(=O)CBr 2-bromo-N-(4-methoxyphenyl)acetamide